The molecule is a glycophytoceramide having an alpha-D-galactopyranosyl residue at the O-1 position and an 11-(4-methoxyphenyl)undecanoyl group attached to the nitrogen. It derives from an alpha-D-galactose. CCCCCCCCCCCCCC[C@H]([C@H]([C@H](CO[C@@H]1[C@@H]([C@H]([C@H]([C@H](O1)CO)O)O)O)NC(=O)CCCCCCCCCCC2=CC=C(C=C2)OC)O)O